4-[4-amino-3-[4-[[(2-methoxybenzoyl)amino]methyl]phenyl]pyrazolo[3,4-d]pyrimidin-1-yl]cyclohexanecarboxylic acid ethyl ester C(C)OC(=O)C1CCC(CC1)N1N=C(C=2C1=NC=NC2N)C2=CC=C(C=C2)CNC(C2=C(C=CC=C2)OC)=O